C(C)(C)(C)C(C)(C)C1=CC=C(C=C1)C(C)(C)C(C)(C)C 1,4-bis(t-butylisopropyl)benzene